anti-alpha-Amino-3-hydroxy-5-methyl-4-isoxazolepropionic acid NC(C(=O)O)CC=1C(=NOC1C)O